4,4-dimethyl-2-cyclopenten-1-one CC1(C=CC(C1)=O)C